(2R)-2-{4-[(isopropylsulfonyl)amino]phenyl}propanamide di-n-pentyl-(4-vinylphenylphosphonate) C(CCCC)OP(OCCCCC)(=O)C1=CC=C(C=C1)C=C.C(C)(C)S(=O)(=O)NC1=CC=C(C=C1)[C@H](C(=O)N)C